2-(2-(difluoromethoxy)-7-methylquinoxalin-5-yl)benzo[d]thiazol-7-yl-carbamic acid methyl ester COC(NC1=CC=CC=2N=C(SC21)C2=C1N=CC(=NC1=CC(=C2)C)OC(F)F)=O